methyltriphosphate ammonium [NH4+].COP([O-])(=O)OP(=O)([O-])OP(=O)([O-])[O-].[NH4+].[NH4+].[NH4+]